(Z)-3-(4-ethoxyphenyl)-2-(4-(nitro)phenyl)cyanoethylene C(C)OC1=CC=C(C=C1)C=1C=C(C=CC1[N+](=O)[O-])\C=C/C#N